CC=1NC(=C(C1C(C)=O)C1=CC=C(C=C1)N1CCOCC1)C1=NC2=NC(=NC=C2N1)N1CCN(CC1)C 1-{2-methyl-5-[2-(4-methylpiperazin-1-yl)-7H-purin-8-yl]-4-(4-morpholinophenyl)-1H-pyrrol-3-yl}ethan-1-one